ClC=1C=CC(=C(C(=O)NC=2C=NC(=CC2)C(F)(F)F)C1)O 5-chloro-2-hydroxy-N-(6-trifluoromethyl-3-pyridinyl)-benzamide